5-(4-aminopiperidin-1-yl)-3-isopropyl-N-(2-(3-(piperazin-1-yl)-1H-pyrazol-1-yl)benzyl)-2H-pyrazolo[4,3-d]pyrimidin-7-amine hydrochloride Cl.NC1CCN(CC1)C=1N=C(C=2C(N1)=C(NN2)C(C)C)NCC2=C(C=CC=C2)N2N=C(C=C2)N2CCNCC2